C(C)(C)(C)OC(=O)N1CCN(CC1)C1(COCC1O[Si](C1=CC=CC=C1)(C1=CC=CC=C1)C(C)(C)C)C#N 4-(4-((tert-Butyldiphenylsilyl)oxy)-3-cyanotetrahydrofuran-3-yl)piperazine-1-carboxylic acid tert-butyl ester